7-chloro-2-(difluoromethyl)-8-methyl-pyrimido[1,2-b]pyridazin-4-one ClC=1C(=CC=2N(N1)C(C=C(N2)C(F)F)=O)C